tert-butyl (2R,3S)-3-cyclopropyl-3-(3-((3-((diisopropylamino)methyl)-4-(5-fluoro-2-methoxypyridin-4-yl)benzyl)oxy)phenyl)-2-fluoro-2-methylpropanoate C1(CC1)[C@H]([C@@](C(=O)OC(C)(C)C)(C)F)C1=CC(=CC=C1)OCC1=CC(=C(C=C1)C1=CC(=NC=C1F)OC)CN(C(C)C)C(C)C